2-Propanyl ({(3R,5aR,6R,7R,8aS)-7-hydroxy-6-[(1E,3R)-3-hydroxy-4-(4-methylphenoxy)-1-buten-1-yl]octahydro-2H-cyclopenta[b]oxepin-3-yl}methoxy)acetate O[C@H]1[C@@H]([C@@H]2[C@@H](OC[C@H](CC2)COCC(=O)OC(C)C)C1)\C=C\[C@H](COC1=CC=C(C=C1)C)O